3-bromo-2-(4-fluorophenyl)pyrazolo[1,5-a]pyrimidin-5-amine BrC=1C(=NN2C1N=C(C=C2)N)C2=CC=C(C=C2)F